4-[(2-{4-[5-chloro-2-(4,5-dihydro-1,2-oxazol-3-yl)phenyl]-5-methoxy-2-oxopyridin-1(2H)-yl}-4-methoxybutyryl)amino]-2-fluorobenzamide ClC=1C=CC(=C(C1)C1=CC(N(C=C1OC)C(C(=O)NC1=CC(=C(C(=O)N)C=C1)F)CCOC)=O)C1=NOCC1